ClC=1C(=NC(=NC1)NC1CCOCC1)C1=CC=2C(N(CCC2S1)[C@H](C(=O)N[C@H](CO)C=1C=C(C=CC1)C)C)=O (S)-2-(2-(5-chloro-2-((tetrahydro-2H-pyran-4-yl)amino)pyrimidin-4-yl)-4-oxo-6,7-dihydrothieno[3,2-c]pyridin-5(4H)-yl)-N-((S)-2-hydroxy-1-(m-tolyl)ethyl)propanamide